ClC=1C=C(C=CC1F)NC(N(CC1=NNC=2CCCCC12)C1=NOC=C1)=O 3-(3-Chloro-4-fluorophenyl)-1-(isoxazol-3-yl)-1-((4,5,6,7-tetrahydro-1H-indazol-3-yl)methyl)urea